5-methyl-2-phenyl-4,5-dihydro-oxazole CC1CN=C(O1)C1=CC=CC=C1